OCCCC1CCN(CC1)C1=C2CN(C(C2=CC=C1)=O)C1C(NC(CC1)=O)=O 3-(4-(4-(3-hydroxypropyl)piperidin-1-yl)-1-oxoisoindolin-2-yl)piperidine-2,6-dione